4-(2-amino-3-methoxy-6-methylphenyl)-7,7-dimethyl-2-(2,6-diazaspiro[3.4]octan-6-yl)-7,8-dihydro-5H-pyrano[4,3-b]pyridine-3-carbonitrile NC1=C(C(=CC=C1OC)C)C1=C2C(=NC(=C1C#N)N1CC3(CNC3)CC1)CC(OC2)(C)C